5-amino-N-cyclobutyl-N-((5-cyclopropyl-3-fluoropyridin-2-yl)methyl)-1-((2-(trimethylsilyl)ethoxy)methyl)-6,8-dihydro-1H-furo[3,4-d]pyrrolo[3,2-b]pyridine-2-carboxamide NC1=C2C(=C3C(=N1)C=C(N3COCC[Si](C)(C)C)C(=O)N(CC3=NC=C(C=C3F)C3CC3)C3CCC3)COC2